BrC=1C(=C(OC2CCC(CC2)CC[C@@H](CO)C)C=CC1)C (S)-4-((1r,4R)-4-(3-bromo-2-methylphenoxy)cyclohexyl)-2-methylbutan-1-ol